2-chloro-6-methyl-5-phenylnicotinonitrile ClC1=C(C#N)C=C(C(=N1)C)C1=CC=CC=C1